1-Octyl-2-Methylpyridinium fluorid [F-].C(CCCCCCC)[N+]1=C(C=CC=C1)C